N1=CN=C(C2=C1NC=C2)C=2C=NN(C2)C(C#N)CC2CCCC2 4-(7H-pyrrolo[2,3-d]pyrimidin-4-yl)-1H-pyrazol-1-yl-3-cyclopentyl-propionitrile